tert-butyl (3-(3-fluorophenyl)-8-methyl-3,4-dihydro-2H-benzo[4,5]imidazo[2,1-b][1,3]oxazin-3-yl)carbamate FC=1C=C(C=CC1)C1(CN2C(OC1)=NC1=C2C=CC(=C1)C)NC(OC(C)(C)C)=O